C(C)(C)(C)OC(=O)NCC(\C=C(/C(=O)OC)\[C@@H](C)NC(=O)OC(C)(C)C)(C)C methyl (R,Z)-5-((tert-butoxycarbonyl)amino)-2-(1-((tert-butoxycarbonyl)amino)ethyl)-4,4-dimethylpent-2-enoate